(R)-1-(3-(2-thioxo-3-(4-(m-tolyloxy)phenyl)-2,3-dihydro-1H-imidazo[4,5-c]pyridin-1-yl)pyrrolidin-1-yl)prop-2-en-1-one S=C1N(C2=C(C=NC=C2)N1C1=CC=C(C=C1)OC=1C=C(C=CC1)C)[C@H]1CN(CC1)C(C=C)=O